O=C1NC(CCC1C1=CC=C(C=C1)N1CCN(CC1)CCC1CCN(CC1)NC(C1=CC=C(C=C1)NC1=NC=C(C(=N1)NC1=NNC(=C1)C)F)=O)=O N-(4-(2-(4-(4-(2,6-dioxopiperidin-3-yl)phenyl)piperazin-1-yl)ethyl)piperidin-1-yl)-4-((5-fluoro-4-((5-methyl-1H-pyrazol-3-yl)amino)pyrimidin-2-yl)amino)benzamide